N-(3-cyclopropyl-1-(4-(1,1-difluoroethyl)-6-(2-methoxyethoxy)pyrimidin-2-yl)-1H-pyrazolo[4,3-c]pyridin-6-yl)acetamide C1(CC1)C1=NN(C2=C1C=NC(=C2)NC(C)=O)C2=NC(=CC(=N2)C(C)(F)F)OCCOC